[Si](C1=CC=CC=C1)(C1=CC=CC=C1)(C(C)(C)C)OC1=CC=C2C[C@H](N=C(C2=C1)C)C(=O)OC methyl (S)-7-((tert-butyldiphenylsilyl) oxy)-1-methyl-3,4-dihydroisoquinoline-3-carboxylate